C(CC)OC(=O)CCC(CC)C(=O)O Pentane-1,3-dicarboxylic acid propyl ester